O=[N+]1CC=CC=2CCN(CC12)C(=O)OC(C)(C)C tert-butyl 1-oxo-6,8-dihydro-5H-1,7-naphthyridin-1-ium-7-carboxylate